8-bromo-7-fluoro-2-iodo-3-(2,2,2-trifluoroethyl)imidazo[1,2-a]pyridine BrC=1C=2N(C=CC1F)C(=C(N2)I)CC(F)(F)F